3-(5'-bromo-3-methylspiro[cyclopentane-1,3'-indoline]-1'-carbonyl)-N-(tert-butyl)benzenesulfonamide BrC=1C=C2C3(CN(C2=CC1)C(=O)C=1C=C(C=CC1)S(=O)(=O)NC(C)(C)C)CC(CC3)C